4-Bromo-5-chloro-2-iodonaphthalen-1-amine BrC1=CC(=C(C2=CC=CC(=C12)Cl)N)I